tris(dimethylamino)(methylcyclopentadienyl)zirconium CN(C)[Zr](C1(C=CC=C1)C)(N(C)C)N(C)C